CC1=N[C@@H]2[C@H]([C@@H]([C@H](O[C@@H]2S1)CO)O)O 3ar,5r,6s,7r,7ar-5-hydroxymethyl-2-methyl-5,6,7,7a-tetrahydro-3ah-pyrano[3,2-d]thiazole-6,7-diol